FC1(CCC(CC1)C1=NC=CC(=C1NC(OCCCC)=O)C1=NC=CC=C1F)F butyl (2'-(4,4-difluorocyclohexyl)-3-fluoro-[2,4'-bipyridin]-3'-yl)carbamate